N-[(1R)-1-(3-{1,1-difluoro-2-methyl-2-[(triethylsilyl)oxy]propyl}-2-fluorophenyl)ethyl]-6-(dimethylphosphino)-2,8-dimethylpyrido[3,4-d]pyrimidin-4-amine FC(C(C)(O[Si](CC)(CC)CC)C)(F)C=1C(=C(C=CC1)[C@@H](C)NC=1C2=C(N=C(N1)C)C(=NC(=C2)P(C)C)C)F